4a-(4-(tert-butyl)phenyl)octahydro-2H-benzo[b][1,4]oxazine C(C)(C)(C)C1=CC=C(C=C1)C12C(OCCN1)CCCC2